OC1=NOC2=C(C=C1)C=CC(=C2O)CNC 3,9-dihydroxy-8-((methylamino)methyl)benzo[5,6]oxazepin